bicyclo[3.2.0]hept-2-en-6-one oxime C12C=CCC2C(C1)=NO